trichloro(3,3,3-trifluoropropyl)chlorosilane ClC(C([SiH2]Cl)(Cl)Cl)C(F)(F)F